BrC=1C=C2C(CNC(C2=CC1)=O)(C)C 6-bromo-4,4-dimethyl-2,3-dihydroisoquinolin-1-one